COC(CCSC1(CN(C1)C(=O)OC(C)(C)C)C(=O)OC)=O O1-tert-butyl O3-methyl 3-(3-methoxy-3-oxo-propyl)sulfanylazetidine-1,3-dicarboxylate